(2-(dimethyl-amino)ethoxy)-6-fluoro-N-phenyl-9H-carbazol-2-amine CN(CCOC1=C(C=CC=2C3=CC(=CC=C3NC12)F)NC1=CC=CC=C1)C